ClC1=C(C=C2C(=C(N(C2=C1F)C)C=1NC(=NN1)[C@H](COC)O)N1C=NC=C1)OC (R)-1-(5-(6-chloro-7-fluoro-3-(1H-imidazol-1-yl)-5-methoxy-1-methyl-1H-indol-2-yl)-4H-1,2,4-triazol-3-yl)-2-methoxyethan-1-ol